CC=1NC(C=2N=C(N=CC2N1)N1C[C@H](CC1)NC(C)=O)=C=O (S)-N-(1-(6-methyl-8-carbonyl-7,8-dihydropyrimido[5,4-d]pyrimidin-2-yl)pyrrolidin-3-yl)acetamide